N1C=C(C2=CC=CC=C12)CC(CCCC)C=1C2=C(SC1C(=O)N)C=CC(=C2)N2CCN(CC2)C (1-(1H-indol-3-yl)hexan-2-yl)-5-(4-methylpiperazin-1-yl)benzo[b]thiophene-2-carboxamide